(2R)-1-[4-[(R)-amino(2-hydroxy-4-methylphenyl)methyl]piperidin-1-yl]-2,3-dihydroxypropan-1-one N[C@H](C1CCN(CC1)C([C@@H](CO)O)=O)C1=C(C=C(C=C1)C)O